(2r,4r)-4-methyl-1-[N2-((RS)-3-methyl-1,2,3,4-tetrahydro-8-quinolinesulfonyl)-L-arginyl]-2-piperidinecarboxylic acid C[C@H]1C[C@@H](N(CC1)C([C@@H](NS(=O)(=O)C=1C=CC=C2C[C@H](CNC12)C)CCCNC(N)=N)=O)C(=O)O |&1:19|